C(#N)C1=C(C=C(C=C1)N1C(N(C(C1=O)(C)C)[C@@H]1CC[C@H](CC1)CCCN1C[C@H](N([C@H](C1)C)CC(=O)O)C)=S)C(F)(F)F 2-((2R,6S)-4-(3-(trans-4-(3-(4-cyano-3-(trifluoromethyl)phenyl)-5,5-dimethyl-4-oxo-2-thioxoimidazolidin-1-yl)cyclohexyl)propyl)-2,6-dimethylpiperazin-1-yl)acetic acid